C(C)(C)(C)C=1C=C(C=C(C1O)C(C)(C)C)C(C(=O)O)C (3,5-di-tert-butyl-4-hydroxyphenyl)propanoic acid